ClC=1C=C(C=NC1N1N=CC=N1)NC(=O)C=1C=NN(C1C(F)(F)F)C1=C2C=CN=C(C2=CC=C1)C(F)F N-(5-chloro-6-(2H-1,2,3-triazol-2-yl)pyridin-3-yl)-1-(1-(difluoromethyl)isoquinolin-5-yl)-5-(trifluoromethyl)-1H-pyrazole-4-carboxamid